O1C(OCC1)C1=CC2=C(C(N(C=C2C(F)(F)F)C2=CC(=CC=C2)C2(CC(C2)C)C2=NN=CN2C)=O)N1S(=O)(=O)C1=CC=C(C=C1)C 2-(1,3-dioxolane-2-yl)-6-[3-[3-methyl-1-(4-methyl-1,2,4-triazol-3-yl)cyclobutyl]phenyl]-1-(p-tolylsulfonyl)-4-(trifluoromethyl)pyrrolo[2,3-c]pyridin-7-one